2-Fluoroethoxy-1,3,2-dioxaborolane-2-amine FCCOC1OB(OC1)N